(S)-N-(1-(2,6-difluorophenyl)-3-(dimethylamino)propan-2-yl)acetamide FC1=C(C(=CC=C1)F)C[C@@H](CN(C)C)NC(C)=O